C(=C)C=1C=NC=2N(C1)N=CC2NC(OC(C)(C)C)=O tert-Butyl (6-vinylpyrazolo[1,5-a]pyrimidin-3-yl)carbamate